4-hexenylmethyldimethoxysilane C(CCC=CC)[Si](OC)(OC)C